(Z)-ethyl 2-(hydroxyimino)-3-oxobutanoate O\N=C(/C(=O)OCC)\C(C)=O